Tert-Butyl ((1R,2R)-2-(4-(cyclopentylcarbamoyl)thiophen-2-yl)cyclopropyl)carbamate C1(CCCC1)NC(=O)C=1C=C(SC1)[C@H]1[C@@H](C1)NC(OC(C)(C)C)=O